Cl.NN=CC1=CC=C(C=C1)C=1NC2=CC(=CC=C2C1)C(=O)N 2-[4-(aminoiminomethyl)phenyl]-1H-indole-6-carboxamide hydrochloride